Cl.NC1=NC(=C(C(=N1)N)OCCCOC=1C=C(C(=O)NO)C=CC1)CC 3-[3-(2,4-Diamino-6-ethylpyrimidin-5-yloxy)propoxy]-N-hydroxybenzamide hydrochloride